trifluoromethanesulfinyl-zinc tert-butyl-2-(4-(2,2-difluorocyclobutyl)phenyl)-2,3,4,5a,6,7,8,9-octahydro-5H-1,2,5,7-tetraazabenzo[cd]azulene-5-carboxylate C(C)(C)(C)OC(=O)N1CCC=2N(N=C3CCNCC1C23)C2=CC=C(C=C2)C2C(CC2)(F)F.FC(S(=O)[Zn])(F)F